3-((3-bromo-5-fluoropyridin-2-yl)oxy)-1-methylcyclobutan-1-ol BrC=1C(=NC=C(C1)F)OC1CC(C1)(O)C